phthalimido-glutarimide C1(C=2C(C(N1C1C(=O)NC(CC1)=O)=O)=CC=CC2)=O